N1=NN=C(C=C1)C1=C(C=CC=C1)B(O)O triazinyl-phenylboronic acid